The molecule is the (R)-(+)-enantiomer of bupivacaine. It is a conjugate base of a dextrobupivacaine(1+). It is an enantiomer of a levobupivacaine. CCCCN1CCCC[C@@H]1C(=O)NC2=C(C=CC=C2C)C